1-(6-formylpyridin-3-yl)cyclopropane-1-carbonitrile C(=O)C1=CC=C(C=N1)C1(CC1)C#N